2,6-dibromo-3-fluoroaniline BrC1=C(N)C(=CC=C1F)Br